(4-methylthiazol-5-yl)-6-(3-phenylpropoxy)-2-(pyrimidin-5-yl)-1H-inden-1-one CC=1N=CSC1C1=C(C(C2=CC(=CC=C12)OCCCC1=CC=CC=C1)=O)C=1C=NC=NC1